2-(2-aminophenyl)-N-phenylacetamide NC1=C(C=CC=C1)CC(=O)NC1=CC=CC=C1